1,3-dimethyl-2-phenylimidazolium CN1C(=[N+](C=C1)C)C1=CC=CC=C1